N-((1s,3s)-3-hydroxy-3-methylcyclobutyl)-2-(1-isopropyl-4-oxopyridazino[4,5-a]indolizin-3(4H)-yl)acetamide OC1(CC(C1)NC(CN1N=C(C=2C(=CN3C=CC=CC23)C1=O)C(C)C)=O)C